2-(3-bromophenyl)-1H-imidazole BrC=1C=C(C=CC1)C=1NC=CN1